CC1=C(C=CC=C1COCC#C)C1=CC=CC=C1 2-methyl-3-(2-propynyloxy)methyl-biphenyl